3-trimethylsiloxy-2,4-hexadiene C[Si](OC(=CC)C=CC)(C)C